7'-(2,6-dioxopiperidine-3-yl)-2'H-spiro[piperidine-4,3'-pyrano[2,3-f]isoindole]-6',8'(4'H,7'H)-dione O=C1NC(CCC1N1C(C=2C=C3C(=CC2C1=O)OCC1(C3)CCNCC1)=O)=O